N1=CNC2=C1C=CC=C2C(=O)N 3H-benzimidazole-4-carboxamide